N=1NC(=CC1)C=1C=CC(=NC1)OC=1C=C2C=CC(=NC2=CC1)CC1C(N(CCC1)C1CCNCC1)=O 6-[5-(2H-Pyrazol-3-yl)-pyridin-2-yloxy]-quinolin-2-ylmethyl-[1,4']bipiperidinyl-2-one